4-methyl-7-(pyridin-2-yl)-1,5-naphthyridin-2-amine CC1=CC(=NC2=CC(=CN=C12)C1=NC=CC=C1)N